4-({2-[(4-chlorobenzyl)thio]-3H-imidazo[4,5-c]pyridin-3-yl}methyl)-N-(2-pyrrolidin-1-ylethyl)benzamide ClC1=CC=C(CSC2=NC3=C(C=NC=C3)N2CC2=CC=C(C(=O)NCCN3CCCC3)C=C2)C=C1